[(3R,4R)-1-[2-(3-chlorophenyl)ethyl]-4-[(4-methanesulfonylphenoxy)methyl]pyrrolidin-3-yl]methanol ClC=1C=C(C=CC1)CCN1C[C@@H]([C@H](C1)COC1=CC=C(C=C1)S(=O)(=O)C)CO